[N+](=O)([O-])C1=CC=C(C(C(=O)OC)=C1)O methyl 5-nitrosalicylate